N1=CC=CC=2C(CCCC12)=O 7,8-dihydro-5(6H)-quinolinone